4,6-dichloro-furo[3,2-c]pyridine ClC1=NC(=CC2=C1C=CO2)Cl